ClC=1C(=C(OCC(=O)NC)C=C(C1CC1=CC(=C(C=C1)O)C(C)C)Cl)OC 2-(3,5-dichloro-4-(4-hydroxy-3-isopropylbenzyl)-2-methoxyphenoxy)-N-methylacetamide